2-(4-Cyclopropyl-6-methoxypyrimidin-5-yl)-N-(2,2-dimethoxyethyl)-9-(4-(1-methyl-4-(Trifluoromethyl)-1H-imidazol-2-yl)benzyl)-9H-purin-8-amine C1(CC1)C1=NC=NC(=C1C1=NC=C2N=C(N(C2=N1)CC1=CC=C(C=C1)C=1N(C=C(N1)C(F)(F)F)C)NCC(OC)OC)OC